2-(3-methoxy-4-nitro-pyrazol-1-yl)ethanol COC1=NN(C=C1[N+](=O)[O-])CCO